C(C)C(CC(C(=O)O)(CCCC(=O)O)CC(CCCC)CC)CCCC.C(CCCCC(=O)OCCCCCCCC)(=O)OCCCCCCCC dioctyl adipate [bis(2-ethylhexyl) adipate]